N[C@H](C(=O)N[C@@H]1C[C@@](NCC1)(C(=O)O)CCCCB(O)O)C (2R,4S)-4-[[(2S)-2-aminopropionyl]amino]-2-(4-dihydroxyboryl-butyl)piperidine-2-carboxylic acid